C(CCCCCC(=O)OC(CCCCCC=C)CCCCCC=C)(=O)OCCCC(CCCOC(CCCCCC(=O)OC(CCCCCC=C)CCCCCC=C)=O)O O1-[7-[7-(1-hept-6-enyloct-7-enoxy)-7-oxo-heptanoyl]oxy-4-hydroxy-heptyl] O7-(1-hept-6-enyloct-7-enyl) heptanedioate